3-[4-(cyclobutoxy)-2,3-difluoro-phenoxy]-5-methyl-N-[3-(methylsulfonimidoyl)phenyl]-6-(trifluoromethyl)pyridazine-4-carboxamide C1(CCC1)OC1=C(C(=C(OC=2N=NC(=C(C2C(=O)NC2=CC(=CC=C2)S(=O)(=N)C)C)C(F)(F)F)C=C1)F)F